BrC=1C=2N(N=C(C1)Cl)C(=CN2)I 8-bromo-6-chloro-3-iodoimidazo[1,2-b]pyridazine